C(CCC)C=1C(=C(C(=C(O)C1)CCCC)O)CCCC tri-butyl-resorcinol